2,5-Dibromopyrimidine BrC1=NC=C(C=N1)Br